8'-(quinolin-3-yl)spiro[cyclopropane-1,1'-pyrrolo[2,3-c]quinolin]-2'(3'H)-one N1=CC(=CC2=CC=CC=C12)C1=CC=2C3=C(C=NC2C=C1)NC(C31CC1)=O